NC1=NC=C(C2=C1C(=NN2C(C)C)C2=CC(=C(C=C2)NS(=O)(=O)CC2=C(C=CC=C2)Cl)F)C2=CCC(CC2)NC2CC(C2)(F)F N-(4-(4-amino-7-(4-((3,3-difluorocyclobutyl)amino)cyclohex-1-en-1-yl)-1-isopropyl-1H-pyrazolo[4,3-c]pyridin-3-yl)-2-fluorophenyl)-1-(2-chlorophenyl)methanesulfonamide